[Cl-].IC=1C=CC=2C(=C3[NH2+]C4=CC=C(C=C4SC3=CC2NCC)N(CC)CC)C1 2-iodo-5-ethylamino-9-diethylamino-benzo[a]phenothiazinium chloride